C(C)N(C(=O)C1=C(OC2=C(N=CN=N2)N2CC3(C2)CCN(CC3)C(=O)[C@H]3N(C[C@@H](C3)F)C(=O)OC(C)(C)C)C=CC(=C1)F)C(C)C tert-butyl (2S,4R)-2-[2-(6-{2-[ethyl(propan-2-yl) carbamoyl]-4-fluorophenoxy}-1,2,4-triazin-5-yl)-2,7-diazaspiro[3.5]nonane-7-carbonyl]-4-fluoropyrrolidine-1-carboxylate